N-((1r,4r)-4-(2-methoxyethoxy)cyclohexyl)-5-(thiazol-5-yl)-1H-indole-7-carboxamide COCCOC1CCC(CC1)NC(=O)C=1C=C(C=C2C=CNC12)C1=CN=CS1